OC(CN(CCOCCOCCN1CCN(CC1)CCN(CC(CCCCCCCCCCCC)O)CCOCCOCCN(CC(CCCCCCCCCCCC)O)CC(CCCCCCCCCCCC)O)CC(CCCCCCCCCCCC)O)CCCCCCCCCCCC 15-(2-(4-(2-(2-(2-(bis(2-hydroxytetradecyl)amino)ethoxy)ethoxy)ethyl)piperazin-1-yl)ethyl)-24-(2-hydroxytetradecyl)-18,21-dioxa-15,24-diazaoctatriacontane-13,26-diol